C(C)C(=O)OC METHYL ETHYL-CARBOXYLATE